C(#N)C1(CCOCC1)C1=CC(=C(C=C1O)CC(=O)NC1=CC(=NC=C1)C(=O)NC1(CC1)C(F)(F)F)F 4-[[2-[4-(4-cyanotetrahydropyran-4-yl)-2-fluoro-5-hydroxy-phenyl]acetyl]amino]-N-[1-(trifluoromethyl)cyclopropyl]pyridine-2-carboxamide